FC=1C=CC(=NC1)N(C(OC1=C(C=C(C=C1C(F)(F)F)C(F)(F)F)N1C(NCC1)=O)=O)C.[I].[In].[Pb] lead-indium iodine 2-(2-oxoimidazolidin-1-yl)-4,6-bis(trifluoromethyl)phenyl (5-fluoropyridin-2-yl)(methyl)carbamate